(±)-(4,5-dimethoxycyclohexane-1,2-diyl)dimethanethiol COC1CC(C(CC1OC)CS)CS